C(CCC)(=O)C=1NC2=CC=C(C=C2C1C=1N=NN(C1)CC1CCN(CC1)CCNS(=O)(=O)C1=CC=C(C=C1)C=1C(=NC=CC1)Cl)F N-(2-(4-((4-(2-butyryl-5-fluoro-1H-indol-3-yl)-1H-1,2,3-triazol-1-yl)methyl)piperidin-1-yl)ethyl)-4-(2-chloropyridin-3-yl)benzenesulfonamide